4-(N-(3-(diethylamino)propyl)carbamoyl)phenyl-3,3-dimethyltriazene C(C)N(CCCNC(=O)C1=CC=C(C=C1)N=NN(C)C)CC